(4-(bromomethyl)benzyl)boronic acid BrCC1=CC=C(CB(O)O)C=C1